[Sn].[Cu].[Ni] nickel-copper-tin